tert-butyl (2R,6S)-4-{2-[(1,1-dioxo-1lambda6-thietan-2-yl) methoxy]-8-[(7-fluoro-2-methylindazol-5-yl) carbamoyl] quinazolin-5-yl}-2,6-dimethylpiperazine-1-carboxylate O=S1(C(CC1)COC1=NC2=C(C=CC(=C2C=N1)N1C[C@H](N([C@H](C1)C)C(=O)OC(C)(C)C)C)C(NC1=CC2=CN(N=C2C(=C1)F)C)=O)=O